C(CCCCCCCCCCC)OC1(CC(=CC=C1)N)N 4-dodecyloxy-2,4-phenylenediamine